bis(2,2,6,6-tetramethyl-1-(octyloxy) piperidin-4-yl) sebacate C(CCCCCCCCC(=O)OC1CC(N(C(C1)(C)C)OCCCCCCCC)(C)C)(=O)OC1CC(N(C(C1)(C)C)OCCCCCCCC)(C)C